9-[4-(trifluoromethyl)phenyl]-3,4,6,7,8,9-hexahydropyrido[2,1-c][1,2,4]thiadiazine 2,2-dioxide FC(C1=CC=C(C=C1)C1CCCN2C1=NS(CC2)(=O)=O)(F)F